COC1=CC(=C(C=C1)SC)C(F)(F)F 4-methoxy-1-(methylsulfanyl)-2-(trifluoromethyl)benzene